BrC1=CC=2C(C3=CC=CC=C3C2C=C1)(C(=O)N1[C@@H]2CC([C@H]([C@H]1C(=O)N[C@@H](C[C@H]1C(NCCC1)=O)C#N)CC2)(F)F)O (1S,3S,4S)-2-(2-bromo-9-hydroxy-fluorene-9-carbonyl)-N-[(1S)-1-cyano-2-[(3S)-2-oxo-3-piperidyl]ethyl]-5,5-difluoro-2-azabicyclo[2.2.2]octane-3-carboxamide